CC=1C(=NC=C(C1)NC(C(=O)N1[C@H](CC[C@@H](C1)C)[C@H]1CNCCC1)=O)NC(OC(C)(C)C)=O |&1:18| rac-tert-butyl N-[3-methyl-5-[[2-[(2R,5S)-5-methyl-2-(3-piperidyl)-1-piperidyl]-2-oxo-acetyl]amino]-2-pyridyl]carbamate